N-[9-[(2R,3R,4S,5R)-3,4-dihydroxy-5-(hydroxymethyl)oxolan-2-yl]-9H-purin-6-yl]benzamide O[C@H]1[C@@H](O[C@@H]([C@H]1O)CO)N1C2=NC=NC(=C2N=C1)NC(C1=CC=CC=C1)=O